ClC=1N=C(C=2C(N1)=C(N(N2)COCC[Si](C)(C)C)CC2=CC(=CC=C2)F)N(C)CC2=C(C=C(C=C2)OC)OC 5-chloro-N-(2,4-dimethoxybenzyl)-3-(3-fluorobenzyl)-N-methyl-2-((2-(trimethylsilyl)ethoxy)methyl)-2H-pyrazolo[4,3-d]pyrimidin-7-amine